cyclopropyl-5-{[(2R,3S)-2-methylazetidin-3-yl]oxy}pyridine-2-carboxamide HCl salt Cl.C1(CC1)C=1C(=NC=C(C1)O[C@@H]1[C@H](NC1)C)C(=O)N